(1-(2-morpholin-4-yl-ethyl)indol-3-yl)-4-methylnaphthalen-1-ylmethane N1(CCOCC1)CCN1C=C(C2=CC=CC=C12)CC1=CC=C(C2=CC=CC=C12)C